3-(5-(1,3,4-oxadiazol-2-yl)pyridin-3-yl)-5-hydroxyphenyl (cyclohexylmethyl)carbamate C1(CCCCC1)CNC(OC1=CC(=CC(=C1)O)C=1C=NC=C(C1)C=1OC=NN1)=O